F[C@@H]1[C@H](CNC1)NC1=CC=CC(=N1)C1=CN=C2N1C=C(N=C2)N2S(CCCC2)(=O)=O 2-(3-(6-(((3S,4S)-4-fluoropyrrolidin-3-yl)amino)pyridin-2-yl)imidazo[1,2-a]pyrazin-6-yl)-1,2-thiazinane 1,1-dioxide